N[C@H]1CN(CCC1)C(=O)C1=NN(C(=C1)C1=CC=C(C#N)C=C1)C1=C(C=C(C=C1)C1CC1)F (R)-4-(3-(3-aminopiperidine-1-carbonyl)-1-(4-cyclopropyl-2-fluorophenyl)-1H-pyrazole-5-yl)benzonitrile